2-hydroxy-4-(2,3-epoxypropoxy)benzophenone OC1=C(C(=O)C2=CC=CC=C2)C=CC(=C1)OCC1CO1